FC=1C=C(C=CC1)NC(=O)C1(CC1)C(=O)NC1=CC(=CC=C1)F N,N'-bis(3-fluorophenyl)cyclopropane-1,1-diamide